C(C)(C)(C)OC(N(C)[C@@H]1CC(=CCC1)C1=C2C(=C(NC2=C(C=C1F)C#N)C)C)=O (S)-(3-(7-cyano-5-fluoro-2,3-dimethyl-1H-indol-4-yl)cyclohex-3-en-1-yl)(methyl)carbamic acid tert-butyl ester